CN1C(C(=C(C2=CC=C(C=C12)OC1COCC1)N1CCC(CC1)C=1OC2=C(N1)C=C(C=C2)C)C#N)=O 1-Methyl-4-[4-(5-methyl-1,3-benzooxazol-2-yl)piperidin-1-yl]-2-oxo-7-[(oxolan-3-yl)oxy]-1,2-dihydroquinoline-3-carbonitrile